tert-butyl ((2-(((1S*,3R*)-3-(hydroxymethyl)cyclohexyl)oxy)-4-methylphenyl)sulfonyl)-L-prolinate OC[C@H]1C[C@H](CCC1)OC1=C(C=CC(=C1)C)S(=O)(=O)N1[C@@H](CCC1)C(=O)OC(C)(C)C |o1:2,4|